C(N)(OC[C@@H](C1=CC=C(C=C1)C=1C=CC=C2C=CN=C(C12)O)NC(=O)NC=1N=C(SC1)C#C)=O (R)-2-(3-(2-ethynylthiazol-4-yl) ureido)-2-(4-(1-hydroxyisoquinolin-8-yl) phenyl)-ethyl carbamate